5-amino-N-[2-(3-amino-4-methoxypyrrolidin-1-yl)-4-fluoro-5,6,7,8-tetrahydroquinolin-6-yl]-2,4-dimethylthieno[2,3-d]pyrimidine-6-carboxamide NC1=C(SC=2N=C(N=C(C21)C)C)C(=O)NC2CC=1C(=CC(=NC1CC2)N2CC(C(C2)OC)N)F